trimethoxysilane methacrylate C(C(=C)C)(=O)O.CO[SiH](OC)OC